ClC=1C(=NC(=NC1)NC1CC2(COC2)C1)C1=CC=C2CN(C(C2=C1)=O)CC(N1CC2=CC=CC=C2CC1)=O 6-[5-chloro-2-({2-oxaspiro[3.3]heptan-6-yl}amino)pyrimidin-4-yl]-2-[2-oxo-2-(1,2,3,4-tetrahydroisoquinolin-2-yl)ethyl]-2,3-dihydro-1H-isoindol-1-one